2,2'-[methylenebis(2,1-phenylenemethylene)]dioxirane C(C1=C(C=CC=C1)CC1OC1)C1=C(C=CC=C1)CC1OC1